trans-4-(2-(4-(6-(Trifluoromethyl)pyridin-2-yl)piperazin-1-yl)ethyl)cyclohexan-1-amine FC(C1=CC=CC(=N1)N1CCN(CC1)CC[C@@H]1CC[C@H](CC1)N)(F)F